N-iso-Pentyl-4-(8-methyl-3,8-diazabicyclo[3.2.1]-octan-3-yl)-1H-benzo[d]imidazole-1-carboxamide C(CC(C)C)NC(=O)N1C=NC2=C1C=CC=C2N2CC1CCC(C2)N1C